S(=O)(=O)(C1=CC=C(C)C=C1)N1C=CC=2C1=NC=C(C2)C#N 1-tosyl-1H-pyrrolo[2,3-b]pyridine-5-carbonitrile